FC(CCS(=O)(=O)NC1=C(C=C(C=C1)C1=CC2=C(N=C(N=C2)S(=O)(=O)C)N(C1=O)C(C)C)F)(F)F 3,3,3-trifluoro-N-(2-fluoro-4-(8-isopropyl-2-methylsulfonyl-7-oxo-pyrido[2,3-d]pyrimidin-6-yl)phenyl)propane-1-sulfonamide